Pyridazino[4,5-e][1,3]Oxazine-2,5-dione O1C(NC=C2C1=CN=NC2=O)=O